2-cyclohexene-1,2-dicarboxylic acid dioctyl ester C(CCCCCCC)OC(=O)C1C(=CCCC1)C(=O)OCCCCCCCC